N-(n-propyl)-N-(n-propyl)amide C(CC)[N-]CCC